phosphonium Adamantane C12CC3CC(CC(C1)C3)C2.[PH4+]